COCOC=1C(=CC2=CN(N=C2C1C)C)C1=CC=C2C=C(C=NC2=N1)N1C[C@H]([C@@H](C1)C)NC(OC(C)(C)C)=O tert-butyl N-[(3S,4R)-1-{7-[6-(methoxymethoxy)-2,7-dimethylindazol-5-yl]-1,8-naphthyridin-3-yl}-4-methylpyrrolidin-3-yl]carbamate